6-((2R,4S)-2-(1-cyclopropyl-1H-pyrazol-4-yl)tetrahydro-2H-pyran-4-yl)-8-(2,4-difluorophenyl)-2,3-dimethylpyrido[3,2-d]pyrimidin-4(3H)-one C1(CC1)N1N=CC(=C1)[C@@H]1OCC[C@@H](C1)C=1C=C(C=2N=C(N(C(C2N1)=O)C)C)C1=C(C=C(C=C1)F)F